5-bromo-3-nitropicolinonitrile BrC=1C=C(C(=NC1)C#N)[N+](=O)[O-]